C(C1=CC=CC=C1)N(NC(=O)OCC1=CC=CC=C1)[C@](C(=O)OCC1=CC=CC=C1)(CC1=CC(=C(C=C1)O)OCC1=CC=CC=C1)C (S)-benzyl 2-benzyl-2-(1-(benzyloxy)-3-(3-(benzyloxy)-4-hydroxyphenyl)-2-methyl-1-oxopropan-2-yl)hydrazinecarboxylate